6-[[(2S,3R,4S,5R)-3-(3,4-Difluoro-2-methoxy-phenyl)-4,5-dimethyl-5-(trifluoromethyl)tetrahydrofuran-2-carbonyl]-amino]pyrazin-2-carboxamid FC=1C(=C(C=CC1F)[C@@H]1[C@H](O[C@]([C@H]1C)(C(F)(F)F)C)C(=O)NC1=CN=CC(=N1)C(=O)N)OC